C(C)(C)C1=C(C=CC=C1)C1N(CCN(C1)CC1=CC=C(C=C1)OC)C1CCC12CCN(CC2)C2=C(C(=O)NS(=O)(=O)C1=CC(=C(C=C1)NCCN1CCOCC1)[N+](=O)[O-])C=CC=C2 2-(2-(2-isopropylphenyl)-4-(4-methoxybenzyl)piperazin-1-yl-7-azaspiro[3.5]nonan-7-yl)-N-((4-((2-morpholinoethyl)amino)-3-nitrophenyl)sulfonyl)benzamide